FC1(CC(CC1)C=1OC=C(N1)CC1=C(C=NC=C1)F)F 2-(3,3-difluorocyclopentyl)-4-((3-fluoropyridin-4-yl)methyl)oxazole